C(C1=CC=CC=C1)C=1C=NC(=NC1)C(CN(C=1C=NN2C1C=CC(=C2)C=2C=NN(C2)C)C)NC 1-(5-Benzylpyrimidin-2-yl)-N1,N2-dimethyl-N2-(6-(1-methyl-1H-pyrazol-4-yl)pyrazolo[1,5-a]pyridin-3-yl)ethane-1,2-diamine